sodium octadecene C=CCCCCCCCCCCCCCCCC.[Na]